FC1(C(CNC1)NC1=NC(=CC=C1)C1=CN=C2N1C=C(C(=C2)OC)C2=C1N(N=C2)CC(C1)(C)C)F N-(4,4-difluoropyrrolidin-3-yl)-6-(6-(5,5-dimethyl-5,6-dihydro-4H-pyrrolo[1,2-b]pyrazol-3-yl)-7-methoxyimidazo[1,2-a]pyridin-3-yl)pyridin-2-amine